N=1NN=NC1C1=C(C=CC=C1)C1=NC(=CC(=C1)NC(CC1=C(C=CC(=C1)OC)OC)=O)N(CCC)CC1=CC=CC=C1 N-(2-(2-(2H-tetrazol-5-yl)phenyl)-6-(benzyl(propyl)amino)pyridin-4-yl)-2-(2,5-dimethoxyphenyl)acetamide